6-chloro-2-cyclopropyl-4-(trifluoromethyl)pyridazine-3(2H)-one ClC=1C=C(C(N(N1)C1CC1)=O)C(F)(F)F